methyl (Z)-dodec-5-enoate C(CCC\C=C/CCCCCC)(=O)OC